FC(C=1C=C(CN(C(=O)C=2C(=NNC2C)C(F)F)C2CC2)C=CC1)(F)F N-[3-(trifluoromethyl)benzyl]-N-cyclopropyl-3-(difluoromethyl)-5-methyl-1H-pyrazole-4-carboxamide